N1NCCC1 Diazolidin